4,6-bis(1-methyl-1-phenylethyl)-2-(2H-benzotriazole-2-yl)phenol CC(C)(C1=CC=CC=C1)C1=CC(=C(C(=C1)C(C)(C)C1=CC=CC=C1)O)N1N=C2C(=N1)C=CC=C2